FC1=C(C=CC(=C1)F)[C@H](C)NC(C(C)N1C(NC2=CC=C(C=C2C1=O)F)=O)=O N-[(1S)-1-(2,4-difluorophenyl)ethyl]-2-(6-fluoro-2,4-dioxo-1H-quinazolin-3-yl)propanamide